Z-xylose O=C[C@H](O)[C@@H](O)[C@H](O)CO